p-tertiary butylstyrene C(C)(C)(C)C1=CC=C(C=C)C=C1